ClC1=CC=C(C=N1)C(C)N1CC2(COC2)C1 6-(1-(6-chloropyridin-3-yl)ethyl)-2-oxa-6-azaspiro[3.3]heptane